9-(1-(2-(6-Amino-7-methyl-[1,2,4]triazolo[4,3-a]pyridin-3-yl)acetyl)piperidine-4-yl)-2-chloro-7-methyl-7,9-dihydro-8H-purin-8-one NC=1C(=CC=2N(C1)C(=NN2)CC(=O)N2CCC(CC2)N2C1=NC(=NC=C1N(C2=O)C)Cl)C